Bisphenol E-carbonate C(O)(O)=O.C1(=CC=CC=C1)O.C1(=CC=CC=C1)O